((S)-3-aminopyrrolidin-1-yl)(3-methyl-5-(4-(4-(tetrahydrofuran-3-yl)piperazin-1-yl)phenyl)thiophen-2-yl)methanone N[C@@H]1CN(CC1)C(=O)C=1SC(=CC1C)C1=CC=C(C=C1)N1CCN(CC1)C1COCC1